tert-butyl 4-(1-(4-chloro-5-cyano-6-(trifluoromethyl)pyridin-2-yl)azetidin-3-yl)piperazine-1-carboxylate ClC1=CC(=NC(=C1C#N)C(F)(F)F)N1CC(C1)N1CCN(CC1)C(=O)OC(C)(C)C